CC1=CC=CC2=CC3=CC=CC=C3C(=C12)OC(=O)CC(C(=O)O)CCCCCCCCCCCCCCCC 1-methyl-9-(2-n-hexadecyl-2-carboxyethyl)carbonyloxyanthracene